C(CCC)ON=NO butylhyponitrite